(2R,3R,4S,5R,6R)-2-(hydroxymethyl)-5-methoxy-6-((3-(3-methyloxetan-3-yl)isoxazol-5-yl)methyl)-4-(4-(2,3,4-trifluorophenyl)-1H-1,2,3-triazol-1-yl)tetrahydro-2H-pyran-3-ol OC[C@H]1O[C@@H]([C@@H]([C@H]([C@H]1O)N1N=NC(=C1)C1=C(C(=C(C=C1)F)F)F)OC)CC1=CC(=NO1)C1(COC1)C